NC1=CC=C2NC=C(C[C@H](N)C(=O)O)C2=C1 5-aminotryptophan